3-((3,5-difluoro-4-(4-((4-fluoropiperidin-4-yl)methyl)piperazin-1-yl)phenyl)amino)piperidine-2,6-dione FC=1C=C(C=C(C1N1CCN(CC1)CC1(CCNCC1)F)F)NC1C(NC(CC1)=O)=O